IC1=C(C=CC=C1)N(C(C)=O)C N-(2-iodophenyl)-N-methylacetamide